2-((4-(2,7-diazaspiro[3.5]nonan-2-yl)pyrimidin-5-yl)oxy)-5-fluoro-N-isopropyl-N-(2,2,2-trifluoroethyl)benzamide hydrochloride Cl.C1N(CC12CCNCC2)C2=NC=NC=C2OC2=C(C(=O)N(CC(F)(F)F)C(C)C)C=C(C=C2)F